C(C1CO1)OC12C(O1)(O2)OCC2CO2 diepoxyethylene glycol bisglycidyl ether